OC(O)NCC(O)C=1C(=CC=C(C1)O)O 5-(2-dihydroxymethylamino-1-hydroxyethyl)-1,4-benzenediol